2-methylbutanol CC(CO)CC